COC(C1=C(C(=CC(=C1)F)Br)Cl)=O 3-bromo-2-chloro-5-fluoro-benzoic acid methyl ester